C(=O)OCCCCCC(C)C i-octyl format